(S)-methyl-3-((R)-5,5-dimethyl-2-oxopyrrolidin-3-yl)-2-((S)-2-azaspiro[4.5]decane-3-carboxamido)propanoate COC([C@H](C[C@H]1C(NC(C1)(C)C)=O)NC(=O)[C@H]1NCC2(C1)CCCCC2)=O